O[C@H](C)C1=NC=2C(=C3C(=NC2)N(C=C3)S(=O)(=O)C3=CC=CC=C3)N1C1CN(CC1)C(=O)C1=CC=C(C#N)C=C1 4-(3-(2-((R)-1-hydroxyethyl)-6-(phenylsulfonyl)imidazo[4,5-d]pyrrolo[2,3-b]pyridin-1(6H)-yl)pyrrolidin-1-carbonyl)benzonitrile